guanidine carbonate C(O)(O)=O.NC(=N)N